3-((2R,6S)-2,6-dimethylmorpholino)-7,8-dihydro-1,6-naphthyridin C[C@H]1O[C@H](CN(C1)C=1C=NC=2CCN=CC2C1)C